2-((4-(3-(4-chloro-2-fluorophenyl)-3-methyl-2,3-dihydrobenzo[b][1,4]dioxin-5-yl)piperidin-1-yl)methyl)-1-(((S)-oxetan-2-yl)methyl)-1H-benzo[d]imidazole-6-carboxylic acid ClC1=CC(=C(C=C1)C1(OC2=C(OC1)C=CC=C2C2CCN(CC2)CC2=NC1=C(N2C[C@H]2OCC2)C=C(C=C1)C(=O)O)C)F